C12(CCC(CC1)(C(C)C)O2)C 1,4-EPOXY-P-MENTHANE